CC1CC2=CC=CC=C2C1 (1R,2R)-2-methyl-2,3-dihydro-1H-inden